CC1=NC(=C2C=C(C=NC2=C1)C(F)(F)F)SCC=O 2-((7-methyl-3-(trifluoromethyl)-1,6-naphthyridin-5-yl)thio)ethan-1-one